CC1=NC=CC(=C1)C=1N=C2N(C=CC=N2)C1C1=CC2=C(OCCN2)C=C1 6-(2-(2-methylpyridin-4-yl)imidazo[1,2-a]pyrimidin-3-yl)-3,4-dihydro-2H-benzo[b][1,4]oxazine